tert-butyl (2R,3s)-3-[tert-butyl(dimethyl)silyl]oxy-2-isobutyl-6-(4,4,5,5-tetramethyl-1,3,2-dioxaborolan-2-yl)-3,4-dihydro-2H-pyridine-1-carboxylate [Si](C)(C)(C(C)(C)C)O[C@@H]1[C@H](N(C(=CC1)B1OC(C(O1)(C)C)(C)C)C(=O)OC(C)(C)C)CC(C)C